1-(5-(2-fluorophenyl)-1-((3-(5-fluoropyridin-3-yl)phenyl)sulfonyl)-1H-pyrrol-3-yl)-N-methylmethanamine hydrochloride Cl.FC1=C(C=CC=C1)C1=CC(=CN1S(=O)(=O)C1=CC(=CC=C1)C=1C=NC=C(C1)F)CNC